2-[3'-tert-butyl-2'-hydroxy-5'-(3''-methacryloyloxypropyl)phenyl]-5-chloro-benzotriazole C(C)(C)(C)C=1C(=C(C=C(C1)CCCOC(C(=C)C)=O)N1N=C2C(=N1)C=CC(=C2)Cl)O